O1C(OCC1)C1=CC(=C(OCC2=C(C=C(C=C2)CCO)C(F)(F)F)C=C1)OC 2-{4-[4-(1,3-dioxolan-2-yl)-2-methoxyphenoxymethyl]-3-(trifluoromethyl)phenyl}ethan-1-ol